(R)-4-(1-((3-(difluoro-methyl)-1-methyl-1H-pyrazol-4-yl)sulfonyl)-1-fluoro-ethyl)-N-(1H-pyrazol-4-yl)piperidine-1-carboxamide FC(C1=NN(C=C1S(=O)(=O)[C@@](C)(F)C1CCN(CC1)C(=O)NC=1C=NNC1)C)F